ethylbutyl Acetylaminopropionate C(C)(=O)NC(C(=O)OC(CCC)CC)C